ClC1=C2C(=C(N=N1)N(C)C)N=C(C=C2)C(C)(F)F 5-chloro-2-(1,1-difluoroethyl)-N,N-dimethylpyrido[2,3-d]pyridazin-8-amine